toluene diglycolate C(COCC(=O)O)(=O)O.CC1=CC=CC=C1